butyl (4-bromo-2-(trifluoromethyl)benzyl)carbamate BrC1=CC(=C(CNC(OCCCC)=O)C=C1)C(F)(F)F